methyl-2,4,6-trinitrobenzene CC1=C(C=C(C=C1[N+](=O)[O-])[N+](=O)[O-])[N+](=O)[O-]